FC1=CC=C(CN(OC)C2=NC(=NC(=N2)NCCC)NCC#C)C=C1 N-(4-Fluorobenzyl)-O-methyl-N-[4-(n-propylamino)-6-(prop-2-ynylamino)-[1,3,5]triazin-2-yl]-hydroxylamine